tert-butyl 4-((6-(4-(methylsulfonyl)morpholine-3-carboxamido)pyridazin-3-yl)sulfonyl)piperazine-1-carboxylate CS(=O)(=O)N1C(COCC1)C(=O)NC1=CC=C(N=N1)S(=O)(=O)N1CCN(CC1)C(=O)OC(C)(C)C